C(#C)C=1SC=C(N1)C(=O)NCC1=CC=C(C=C1)C1=CN=CS1 2-Ethynyl-N-(4-(thiazol-5-yl)benzyl)thiazole-4-carboxamide